C(C)(C)(C)OC(=O)NCCCN(CCCCCCCC(=O)OCCC(CCCCC)CCCCC)CCCCCCCC(OCCC(CCC)CCC)=O 3-Pentyloctyl 8-((3-((tert-butoxycarbonyl)amino)propyl)(8-oxo-8-((3-propylhexyl)oxy)octyl)amino)octanoate